N[C@@H]1[C@@H](OCC12CCN(CC2)C2=C(N=C1C(=N2)NN=C1C#CC(C)(C)C)CO)C (6-((3S,4S)-4-amino-3-methyl-2-oxa-8-azaspiro[4.5]decan-8-yl)-3-(3,3-dimethylbut-1-yn-1-yl)-1H-pyrazolo[3,4-b]pyrazin-5-yl)methanol